((6-(difluoromethoxy)-2-(2,2'-dimethyl-3'-(5-(3,3,3-trifluoropropyl)-4,5,6,7-tetrahydrooxazolo[4,5-c]pyridin-2-yl)-[1,1'-biphenyl]-3-yl)benzo[d]oxazol-5-yl)methyl)proline FC(OC1=CC2=C(N=C(O2)C=2C(=C(C=CC2)C2=C(C(=CC=C2)C=2OC3=C(CN(CC3)CCC(F)(F)F)N2)C)C)C=C1CN1[C@@H](CCC1)C(=O)O)F